CC1(C=C(NO1)S)C 5,5-dimethyl-3-mercapto-isoxazole